C[C@@H](CC)NC(O[C@H]1C[C@H](CC1)C1=NNC(=C1)NC(=O)C1=CC=NN1CCN(C)C)=O (1R,3S)-3-{5-[({1-[2-(dimethylamino)ethyl]-1H-pyrazol-5-yl}carbonyl)amino]-1H-pyrazol-3-yl}cyclopentyl (2S)-butan-2-ylcarbamate